C(CCC)C1C(=NN(C1(C(=O)N)C)C1=CC=C(C=C1)F)C1=CC=C(C=C1)F 4-butyl-1,3-bis(4-fluorophenyl)-5-methyl-4,5-dihydro-1H-pyrazole-5-carboxamide